2,3-dimethoxy-5-methyl-6-decylpentenyl-1,4-benzoquinone COC(=CC=1C(C(=CC(C1)=O)CCCCCCCCCC)=O)C(CCC)OC